(S)-N-{(S)-1-[2-(benzo[d]isoxazol-3-yl)phenyl]-2-[6-bromo-5-fluoropyridine-2-yl]ethyl}-2-methylpropane-2-sulfinamide O1N=C(C2=C1C=CC=C2)C2=C(C=CC=C2)[C@H](CC2=NC(=C(C=C2)F)Br)N[S@@](=O)C(C)(C)C